2,2,2-trifluoro-N-(4-(2-hydroxyethoxy)-2-(thiazol-5-yl)quinolin-6-yl)acetamide FC(C(=O)NC=1C=C2C(=CC(=NC2=CC1)C1=CN=CS1)OCCO)(F)F